ClC1=C(C(=CC=C1)Cl)N1N=C(C(=N1)C(=O)N)NC1=NC=C(C=C1)C1=NC=NN1CC 2-(2,6-dichlorophenyl)-5-((5-(1-ethyl-1H-1,2,4-triazol-5-yl)pyridin-2-yl)amino)-2H-1,2,3-triazole-4-carboxamide